monoisodecyl oxalate C(C(=O)[O-])(=O)OCCCCCCCC(C)C